Methyl (2R)-2-([1-[(2-chlorophenyl)methyl]-5-(3-methoxyphenyl)-1H-pyrazol-3-yl]methoxy)-2-methylbutanoate ClC1=C(C=CC=C1)CN1N=C(C=C1C1=CC(=CC=C1)OC)CO[C@@](C(=O)OC)(CC)C